(R)-5-(4-fluoro-6-(4,4,5,5-tetramethyl-1,3,2-dioxaborolan-2-yl)-1H-benzo[d]imidazol-2-yl)pyrrolidin-2-one FC1=CC(=CC=2NC(=NC21)[C@H]2CCC(N2)=O)B2OC(C(O2)(C)C)(C)C